1,2-dioleyl-sn-glycero-3-phospho-L-serine sodium salt [Na+].C(CCCCCCC\C=C/CCCCCCCC)OC[C@@H](OCCCCCCCC\C=C/CCCCCCCC)COP(=O)(O)OC[C@H](N)C(=O)[O-]